NC1=NC=C(C=C1C(=O)N[C@@H]1[C@H](CCC1)OCC1=CC=C(C=C1)B1OC(C(O1)(C)C)(C)C)C(F)(F)F 2-amino-N-[(1S,2S)-2-{[4-(4,4,5,5-tetramethyl-1,3,2-dioxaborolan-2-yl)phenyl]methoxy}cyclopentyl]-5-(trifluoromethyl)pyridine-3-carboxamide